4-Fluoro-1-methyl-2-(4-(methylsulfonyl)phenyl)-6-(1-(8-(oxetan-3-yl)-8-azabicyclo[3.2.1]octan-3-yl)piperidin-4-yl)-1H-benzo[d]imidazol FC1=CC(=CC=2N(C(=NC21)C2=CC=C(C=C2)S(=O)(=O)C)C)C2CCN(CC2)C2CC1CCC(C2)N1C1COC1